(S or R)-1-(4-((((5-amino-9-fluoro-7-methoxy-[1,2,4]triazolo[1,5-c]quinazolin-2-yl)methyl)amino)methyl)phenyl)-2,2,2-trifluoroethan-1-ol NC1=NC=2C(=CC(=CC2C=2N1N=C(N2)CNCC2=CC=C(C=C2)[C@@H](C(F)(F)F)O)F)OC |o1:23|